1-Benzyl 3-ethyl 6-(fluoromethyl)-4-hydroxy-5,6-dihydropyridine-1,3(2H)-dicarboxylate FCC1CC(=C(CN1C(=O)OCC1=CC=CC=C1)C(=O)OCC)O